4-(4-hydroxy-3,5-dimethoxyphenethyl)-2,6-dimethoxyphenol OC1=C(C=C(CCC2=CC(=C(C(=C2)OC)O)OC)C=C1OC)OC